(R)-2-((1-(3,7-dimethyl-4-oxo-2-(2-oxo-[1,4'-bipiperidin]-1'-yl)-4H-pyrido[1,2-a]pyrimidin-9-yl)ethyl)amino)benzoic acid CC1=C(N=C2N(C1=O)C=C(C=C2[C@@H](C)NC2=C(C(=O)O)C=CC=C2)C)N2CCC(CC2)N2C(CCCC2)=O